3-(5-(1-(4-ethylphenyl)-1H-pyrazol-4-yl)-1H-indol-3-yl)-1,1-dimethylurea C(C)C1=CC=C(C=C1)N1N=CC(=C1)C=1C=C2C(=CNC2=CC1)NC(N(C)C)=O